C(#N)C1=CC(=C(C=C1)C=1N=C(C(=NC1)C1=CC(=CC(=C1)C)C)C)C 5-(4-cyano-2-methylphenyl)-2-(3,5-dimethylphenyl)-3-methylpyrazine